N1CCCC2=CC(=CC=C12)C(=O)OC methyl 1,2,3,4-tetrahydroquinoline-6-carboxylate